FC1=CC(=C(C=C1F)NCC=1N(C2=CC=CC=C2C1)S(=O)(=O)C1=CC=CC=C1)OC (R)-(4,5-difluoro-2-methoxyphenyl)(1-(phenylsulfonyl)-1H-indol-2-yl)methylamine